N1C=NC=2C(=NC=CC21)C(=O)O imidazo[4,5-c]pyridine-4-carboxylic acid